COC1=C(CN(C(=O)C=2C=C(N(C2C)C)C2=C(C(=O)O)C=CC(=C2)[N+](=O)[O-])C2=CC=C3C=NN(C3=C2)C2OCCCC2)C=CC=C1 [4-({(2-methoxybenzyl)[1-(tetrahydro-2H-pyran-2-yl)-1H-indazol-6-yl]amino}carbonyl)-1,5-dimethyl-1H-pyrrol-2-yl]-4-nitrobenzoic acid